C(C1=CC=CC=C1)OC(=O)N1CCC(CC1)COC1=NC=C(C=C1)C=O 4-(((5-formylpyridin-2-yl)oxy)methyl)piperidine-1-carboxylic acid benzyl ester